C(C=1C(C(=O)O)=CC=CC1)(=O)O.C(C=1C(C(=O)OCC)=CC=CC1)(=O)OCC diethyl phthalate phthalate